ClC1=C(C=C2C=C(N=CC2=C1)NC(=O)[C@H]1[C@@H](C1)C1=CC=NC=C1)C1CCN(CC1)[C@]1(COC[C@H]1O)C (1R,2R)-N-(7-chloro-6-(1-((3S,4S)-4-hydroxy-3-methyltetrahydrofuran-3-yl)piperidin-4-yl)isoquinolin-3-yl)-2-(pyridin-4-yl)cyclopropane-1-carboxamide